N1=CN=C2N=CNC2=C1N[C@@H]1[C@H]([C@@H]([C@H]([C@@H](O1)CO)NC(C[C@H]1N(CCC1)C(=O)OC(C)(C)C)=O)O)O tert-butyl (S)-2-(2-(((2R,3R,4R,5S,6S)-6-((7H-purin-6-yl)amino)-4,5-dihydroxy-2-(hydroxymethyl)tetrahydro-2H-pyran-3-yl)amino)-2-oxoethyl)pyrrolidine-1-carboxylate